C(C)OCO Ethoxy-methanol